(S)-8-methyl-N-(pyrrolidin-3-yl)quinolin-6-amine hydrochloride Cl.CC=1C=C(C=C2C=CC=NC12)N[C@@H]1CNCC1